C(C)(C)(C)N1N=NC(=C1)C(=O)NC1C2=C(CN(CC1)C1CC(C1)O)C=C(C=C2)C2=NC(=NC=C2)NC=2C=NN(C2)C 1-(tert-butyl)-N-(2-(3-hydroxycyclobutyl)-8-(2-((1-methyl-1H-pyrazol-4-yl)amino)pyrimidin-4-yl)-2,3,4,5-tetrahydro-1H-benzo[c]azepin-5-yl)-1H-1,2,3-triazole-4-carboxamide